1,3-bis-tert-butylperoxyisopropyl-benzene C(C)(C)(C)OOC(C)(C)C1=CC(=CC=C1)OOC(C)(C)C